Cl.N\C(=C/C(=O)OCC(F)(F)F)\OCC(F)(F)F 2,2,2-trifluoroethyl (E)-3-amino-3-(2,2,2-trifluoroethoxy)acrylate hydrochloride